1,6-diaminooxahexane NOCCCCCN